ClC1=C(C(=C(C=C1)NC=1N(C2=NC(=NC=C2N1)NC1CCN(CC1)S(=O)(=O)C)C1CCC(CC1)C(=O)N)F)F (1s,4s)-4-(8-(4-chloro-2,3-difluorophenylamino)-2-(1-(methylsulfonyl)piperidin-4-ylamino)-9H-purin-9-yl)cyclohexanecarboxamide